CN(C(OC(C)(C)C)=O)C1CN(C1)C1=NC(=CC(=C1)C)CC1COC2=C(C=C(C=C2C1=O)CN1C(=NC=C1)C)C=1C(=NN(C1)C)C(F)(F)F tert-butyl methyl(1-(4-methyl-6-((6-((2-methyl-1H-imidazol-1-yl)methyl)-8-(1-methyl-3-(trifluoromethyl)-1H-pyrazol-4-yl)-4-oxochroman-3-yl)methyl)pyridin-2-yl)azetidin-3-yl)carbamate